N(=[N+]=[N-])C(C)(C)C1=C2C=C(N=CC2=C(N=C1)OC)NC1=NC(=NC=C1)C(C)(C)F 5-(2-azidopropan-2-yl)-N-(2-(2-fluoropropan-2-yl)pyrimidin-4-yl)-8-methoxy-2,7-naphthyridin-3-amine